FC(C(=O)O)(F)F.BrC1=CC=2C=C3N(C(=NN(C3=O)CC(=O)N[C@H]3CN(CCC3)C3CCC3)C(C)C)C2S1 (R)-2-(2-bromo-8-isopropyl-5-oxothieno[3',2':4,5]pyrrolo[1,2-d][1,2,4]triazin-6(5H)-yl)-N-(1-cyclobutylpiperidin-3-yl)acetamide 2,2,2-trifluoroacetate